C1(=CC=CC=C1)SNC N-(phenylthio)methylamine